CN1N=CC(=C1)NC1=NC=C(C(=N1)NCCCCCCC)C(=O)N 2-((1-methyl-1H-pyrazol-4-yl)amino)-4-(heptylamino)pyrimidin-5-carboxamide